C(CCCCC)N1C(=C(C(C12C(=NN(C2=O)C2=CC=CC=C2)C)C2=CC=CC=C2)C(=O)OCC)C(=O)OCC diethyl 1-hexyl-6-methyl-9-oxo-4,8-diphenyl-1,7,8-triazaspiro[4.4]non-2,6-diene-2,3-dicarboxylate